C(C)(C)(C)OC(=O)NC1(CC2=CC(=CC=C2CC1)OC1=C(C=CC=C1)C1=CC2=CC=CC=C2C=C1)C(=O)OC methyl 2-((tert-butoxycarbonyl) amino)-7-(2-(naphthalen-2-yl) phenoxy)-1,2,3,4-tetrahydronaphthalen-2-carboxylate